FC(C1=CC=C(C=C1)C1=NOC=N1)(F)F 3-[4-(trifluoromethyl)phenyl]-1,2,4-oxadiazol